CN1N=CC=2N=C(N=C(C21)NCC2=CC=C(C=C2)B(O)O)C 4-[([1,5-dimethylpyrazolo[4,3-d]pyrimidin-7-yl]amino)methyl]phenylboronic acid